C(CCC)OC1=CC=C(C=C1)S(=O)(=O)C=1C=NC2=CC=C(C=C2C1N1CCN(CCC1)CCN1CCCC1)S(=O)C 3-((4-butoxyphenyl)sulfonyl)-6-(methylsulfinyl)-4-(4-(2-(pyrrolidin-1-yl)ethyl)-1,4-diazepan-1-yl)quinoline